COC1=CC=C(C=C1)[I+]C1=CC=C(C=C1)OC di(4-methoxyphenyl)iodonium